N[C@]1(CN(CCC1)C=1C=NC(=CC1CN1C2=NC=NC(=C2N=C1)N)C1=CC(=C(C=C1)F)F)C1=NC(=CC=C1)F (R)-2-(3-amino-1-(4-((6-amino-9H-purin-9-yl)methyl)-6-(3,4-difluorophenyl)pyridin-3-yl)piperidin-3-yl)-6-fluoropyridin